NC1=CC(=NC=C1Cl)N1[C@H](CN(CC1)CC1(CC1)C#N)C (S)-1-((4-(4-amino-5-chloropyridin-2-yl)-3-methylpiperazin-1-yl)methyl)cyclopropane-1-carbonitrile